ethyl 4-amino-1-(5-(6-ethoxy-1H-pyrazolo[3',4':3,4]pyrazolo[1,5-a]pyridin-4-yl)pyridin-2-yl)piperidine-4-carboxylate ethyl-2-(2-bromothien-3-yl)-2,2-difluoroacetate C(C)OC(C(F)(F)C1=C(SC=C1)Br)=O.NC1(CCN(CC1)C1=NC=C(C=C1)C=1C=2N(C=C(C1)OCC)N=C1C2C=NN1)C(=O)OCC